2-mercaptobenzimidazolecarboxylic acid SC1(N=C2C(=N1)C=CC=C2)C(=O)O